Magnesium L-Glutamat N[C@@H](CCC(=O)[O-])C(=O)[O-].[Mg+2]